2-([1,1'-biphenyl]-3-yl)-4-phenylpyridine C1(=CC(=CC=C1)C1=NC=CC(=C1)C1=CC=CC=C1)C1=CC=CC=C1